NC1=NC(=NC=C1OC(F)F)C1=C(C=C2C(N(C=NC2=C1)CCC[C@@H](NC=1C=NNC(C1C(F)(F)F)=O)C1CC1)=O)F (R)-7-(4-amino-5-(difluoromethoxy)pyrimidin-2-yl)-3-(4-cyclopropyl-4-((6-oxo-5-(trifluoromethyl)-1,6-dihydropyridazin-4-yl)amino)butyl)-6-fluoroquinazolin-4(3H)-one